C(CCCCCCC)[Al](OC1=C(C=C(C=C1C(C)(C)C)C)C(C)(C)C)OC1=C(C=C(C=C1C(C)(C)C)C)C(C)(C)C n-octyl-bis(2,6-di-t-butyl-4-methylphenoxy)aluminum